N-(5-Aminopyridin-2-yl)-6-bromopicolinamide NC=1C=CC(=NC1)NC(C1=NC(=CC=C1)Br)=O